BrC1=C(C=2N(C=C1F)N=C(N2)N2C(=CC=C2C)C)C 7-bromo-2-(2,5-dimethyl-1H-pyrrol-1-yl)-6-fluoro-8-methyl-[1,2,4]triazolo[1,5-a]-pyridine